2-chloro-4-[(1-methyl-2-oxo-3H-benzimidazol-5-yl)amino]pyridine-3-carbonitrile ClC1=NC=CC(=C1C#N)NC1=CC2=C(N(C(N2)=O)C)C=C1